BrC1=CC=C(C=C1)C#CC(C(=C)C)(O)C 5-(4-bromophenyl)-2,3-dimethylpent-1-en-4-yn-3-ol